C(C)C1(CCC(CC1)NC=1N=C(C2=C(N1)NC=C2C=2C=NC=1N(C2)C=CN1)OC)O (1s,4s)-1-ethyl-4-((5-(imidazo[1,2-a]pyrimidin-6-yl)-4-methoxy-7H-pyrrolo[2,3-d]pyrimidin-2-yl)amino)cyclohexan-1-ol